CS(=O)(=O)C1CN(C1)C(=O)O[C@@H]1CC[C@H](CC1)C(N(CC12CCC(CC1)(CC2)C2=CC(=C(C=C2)OC)C)C2=NC=CC(=C2)C2=CN=C(S2)C(C)C)=O 4-((4-(2-Isopropylthiazol-5-yl)pyridin-2-yl)((4-(4-methoxy-3-methylphenyl)bicyclo[2.2.2]octan-1-yl)methyl)carbamoyl)(trans-cyclohexyl) 3-(methylsulfonyl)azetidine-1-carboxylate